[N].[B].BrOBr dibromooxygen boron nitrogen